Benzyl (S)-3-(4-(((R)-4-ethyl-1,1-dioxido-3,4-dihydro-2H-benzo[b][1,4,5]oxathiazepin-2-yl)methyl)-5-methylthiophen-2-yl)-5-(1-ethyl-1H-1,2,3-triazol-4-yl)-2,2-dimethylpentanoate C(C)[C@@H]1CN(S(C2=C(O1)C=CC=C2)(=O)=O)CC=2C=C(SC2C)[C@H](C(C(=O)OCC2=CC=CC=C2)(C)C)CCC=2N=NN(C2)CC